C(#N)/C(/C(=O)O)=C\C1=C(C=C(C=C1)F)F (E)-2-cyano-3-(2,4-difluorophenyl)acrylic acid